C1(CCC1)CN1C(N(CC12CCC(CC2)(C2=CC=CC=C2)NC)CC2=CC=C(C=C2)OC)=O 1-(cyclobutyl-methyl)-3-[(4-methoxyphenyl)-methyl]-8-methylamino-8-phenyl-1,3-diazaspiro[4.5]decan-2-one